5,6-bis(4-hydroxyphenyl)-N-isopentyl-N-(4-methoxyphenyl)-7-oxabicyclo[2.2.1]hept-5-ene-2-sulfonamide OC1=CC=C(C=C1)C=1C2CC(C(C1C1=CC=C(C=C1)O)O2)S(=O)(=O)N(C2=CC=C(C=C2)OC)CCC(C)C